BrC1=CC=C(C=C1)S(=O)(=O)N(C)CC(=O)OC methyl 2-(4-bromo-N-methylphenylsulfonylamino)-acetate